(S)-2-amino-N-cyclopropyl-5-(4-(2-(3,5-difluorophenyl)-2-hydroxyacetamido)-2-ethylphenyl)nicotinamide NC1=C(C(=O)NC2CC2)C=C(C=N1)C1=C(C=C(C=C1)NC([C@@H](O)C1=CC(=CC(=C1)F)F)=O)CC